Ethyl 2-((R)-3-aminopyrrolidin-1-yl)-2-phenylacetate N[C@H]1CN(CC1)C(C(=O)OCC)C1=CC=CC=C1